[6-[3-(1-hydroxycyclopropyl)-1,2,4-triazol-1-yl]-2-azaspiro[3.3]heptan-2-yl]-[6-[[5-(trifluoromethyl)-1,2,4-oxadiazol-3-yl]methyl]-2-azaspiro[3.3]heptan-2-yl]methanone OC1(CC1)C1=NN(C=N1)C1CC2(CN(C2)C(=O)N2CC3(C2)CC(C3)CC3=NOC(=N3)C(F)(F)F)C1